[({[(2R,3R,4S,5R)-5-(6-chloro-4-{[(1S)-1-phenylethyl]amino}-1H-pyrazolo[3,4-d]pyrimidin-1-yl)-4-fluoro-3-hydroxyoxolan-2-yl]methoxy}(hydroxy)phosphoryl)-methyl]phosphonic acid ClC1=NC(=C2C(=N1)N(N=C2)[C@H]2[C@H]([C@@H]([C@H](O2)COP(=O)(O)CP(O)(O)=O)O)F)N[C@@H](C)C2=CC=CC=C2